2-(5-(trifluoromethyl)pyridin-2-yl)-4,5,6,7-tetrahydro-2H-indazol-3-ol FC(C=1C=CC(=NC1)N1N=C2CCCCC2=C1O)(F)F